[OH-].C(C(=C)C)(=O)OCC[N+](CCCS(=O)(=O)O)(C)C 2-methacryloyloxyethyl-dimethyl-3-sulfopropyl-ammonium hydroxide